(2,4,6-trimethylbenzoyl)-2-methylpropenyl-phosphine oxide CC1=C(C(=O)P(C=C(C)C)=O)C(=CC(=C1)C)C